N1N=CC(=C1)C1=NC2=CC=C3C(=C2C=2CCCCC12)C=NN3 7-(1H-pyrazol-4-yl)-8,9,10,11-tetrahydro-3H-pyrazolo[4,3-a]phenanthridine